ClC=1C=CC(=NC1)S(=O)(=O)N1C[C@@H]([C@@](C1)(CO)O)OC1=CC=C(C2=CC=CC=C12)C#N 4-(((3S,4R)-1-((5-chloropyridin-2-yl)sulfonyl)-4-hydroxy-4-(hydroxymethyl)pyrrolidin-3-yl)oxy)-1-naphthonitrile